(5-(9-borabicyclo[3.3.1]nonan-9-yl)pentyl)di-tert-butylphosphane C12CCCC(CCC1)B2CCCCCP(C(C)(C)C)C(C)(C)C